CS(=O)(=O)NCCCNC(=O)C=1C=NC2=C(C=CC=C2C1)C1=CCC(CC1)C(F)(F)F N-(3-(methylsulfonamido)propyl)-8-(4-(trifluoromethyl)cyclohex-1-en-1-yl)quinoline-3-carboxamide